2,2-Dimethylpropyl pivalate C(C(C)(C)C)(=O)OCC(C)(C)C